5,8-dihydro-1,7-naphthyridine-7(6H)-carboxylate N1=CC=CC=2CCN(CC12)C(=O)[O-]